1-isopropyl-3-(4-butoxyphenyl)-5-methyl-pyrazol-4-ol C(C)(C)N1N=C(C(=C1C)O)C1=CC=C(C=C1)OCCCC